BrC1=C(C=C2C(NC(=NN2C1=O)OC[C@H]1N(CCC1)C)=O)C(F)(F)F (S)-7-Bromo-2-((1-methylpyrrolidin-2-yl)methoxy)-6-(trifluoromethyl)-3H-pyrido[2,1-f][1,2,4]triazine-4,8-dione